2-methoxynicotinaldehyde COC1=C(C=O)C=CC=N1